(S)-5',6',8-trifluoro-6-(trifluoromethyl)-3',4'-dihydro-2'H,3H-spiro[imidazo[1,2-a]pyridine-2,1'-naphthalene] FC1=C2CCC[C@@]3(C2=CC=C1F)N=C1N(C=C(C=C1F)C(F)(F)F)C3